C1(=CC=CC=C1)[C@H](C)NC(O[C@H]1[C@H](NC[C@@H]1O)CC1=CC=C(C=C1)OC)=O (2R,3S,4S)-4-hydroxy-2-[(4-methoxyphenyl)methyl]pyrrolidin-3-yl N-[(1S)-1-phenylethyl]carbamate